(2R,3R,4S,5S)-2-(acetoxymethyl)-6-(2,2,2-trichloro-1-iminoethoxy)tetrahydro-2H-pyran-3,4,5-triyl triacetate C(C)(=O)O[C@@H]1[C@H](OC([C@H]([C@H]1OC(C)=O)OC(C)=O)OC(C(Cl)(Cl)Cl)=N)COC(C)=O